COC(=O)C1NCCN(C1)C1=CC(=C(C=C1)Cl)Cl 4-(3,4-dichlorophenyl)piperazine-2-carboxylic acid methyl ester